(2R,4S)-1-Boc-4-Aminopyrrolidine-2-carboxylic acid C(=O)(OC(C)(C)C)N1[C@H](C[C@@H](C1)N)C(=O)O